(R)-2-((2,3-difluoro-6-hydroxyphenyl)(1H-indol-2-yl)methyl)isoindolin-1-one FC1=C(C(=CC=C1F)O)[C@@H](N1C(C2=CC=CC=C2C1)=O)C=1NC2=CC=CC=C2C1